(R)-4-(cyclopropyl-(hydroxy)methyl)-2,2-dimethyloxazolidine-3-carboxylic acid tert-butyl ester C(C)(C)(C)OC(=O)N1C(OC[C@@H]1C(O)C1CC1)(C)C